C(C1=CC=CC=C1)N1CC=2NC=NC(C2CC1C)=O 7-Benzyl-6-methyl-5,6,7,8-tetrahydropyrido[3,4-d]pyrimidin-4(1H)-one